C1(CC1)C1=NC=NC(=C1C1=NC=C(C(=N1)O[C@@H](C)C1=CC=C(C=C1)C=1N(C=C(N1)C(F)(F)F)C)OC)OC |r| 2-(4-cyclopropyl-6-methoxy-pyrimidin-5-yl)-5-methoxy-4-[rac-(1S)-1-[4-[1-methyl-4-(trifluoromethyl)imidazol-2-yl]phenyl]ethoxy]pyrimidine